F[C@H]1CN(CC1)CCC=1C=C2C(=C(NC2=CC1)C=1C=C(C(N(C1)C)=O)C)C(C)C (R)-5-(5-(2-(3-Fluoropyrrolidin-1-yl)ethyl)-3-isopropyl-1H-indol-2-yl)-1,3-dimethylpyridin-2(1H)-on